3-methyl-5-(2-methyl-4-(6-(trifluoromethyl)quinazolin-2-yl)phenyl)-6,7-dihydropyrazolo[1,5-a]pyrazin-4(5H)-one CC=1C=NN2C1C(N(CC2)C2=C(C=C(C=C2)C2=NC1=CC=C(C=C1C=N2)C(F)(F)F)C)=O